C(N)(=O)C1=NN(C=C1NC(=O)C=1N=C(OC1)C1=CC(=NC=C1)N(C(OC(C)(C)C)=O)CC1CC1)CCO tert-butyl N-[4-[4-[[3-carbamoyl-1-(2-hydroxyethyl)pyrazol-4-yl]carbamoyl]oxazol-2-yl]-2-pyridyl]-N-(cyclopropylmethyl)carbamate